1-(isoquinolin-6-yl)methanamine C1=NC=CC2=CC(=CC=C12)CN